FC=1C=C(C=CC1)C1=CC(=CC=C1)[C@H](CC(=O)OCC)NC(=O)NC=1C(N(C=C(C1O)C)C)=O ethyl (S)-3-(3'-fluorobiphenyl-3-yl)-3-(3-(4-hydroxy-1,5-dimethyl-2-oxo-1,2-dihydropyridin-3-yl) ureido)propanoate